(4-(6-((1-(2-chloro-4-(methoxymethyl)benzyl)-4-hydroxypiperidin-4-yl)methyl)-2-methyl-7-oxo-6,7-dihydro-2H-pyrazolo[4,3-d]pyrimidin-3-yl)benzyl)carbamic acid tert-butyl ester C(C)(C)(C)OC(NCC1=CC=C(C=C1)C=1N(N=C2C1N=CN(C2=O)CC2(CCN(CC2)CC2=C(C=C(C=C2)COC)Cl)O)C)=O